4-(4-vinylbenzyloxy)-4-(bromoethyl)benzophenone C(=C)C1=CC=C(COC2(CC=C(C(=O)C3=CC=CC=C3)C=C2)CCBr)C=C1